3-(2,2,2-trifluoroethyl)-2,5-dihydro-1H-pyrrole FC(CC=1CNCC1)(F)F